C1(CCCC1)N1N=CC(=C1)C=1C=C(C=CC1)C=1N=C(CNC1)C(=O)O 5-(3-(1-cyclopentyl-1H-pyrazol-4-yl)phenyl)-1H-pyrazine-3-carboxylic acid